monopropyl-silylimidazole C(CC)C=1N=C(NC1)[SiH3]